(1s,4S)-4-(3-chloroanilino)-2'-[(2R)-2-methyl-3-{[(5R)-5-methyl-5,6,7,8-tetrahydroquinolin-4-yl]oxy}propyl]-2',3'-dihydrospiro[cyclohexane-1,1'-isoindole]-4-carboxamide ClC=1C=C(NC2(CCC3(N(CC4=CC=CC=C34)C[C@H](COC3=CC=NC=4CCC[C@H](C34)C)C)CC2)C(=O)N)C=CC1